(6-cyano-4-(pyrrolidin-1-yl)-6,7-dihydro-5H-pyrrolo[3,4-d]pyrimidin-2-yl)acetamide C(#N)N1CC=2N=C(N=C(C2C1)N1CCCC1)CC(=O)N